N-(3,5-difluorophenyl)-4,6-bis(trifluoromethyl)-1H-benzo[d]imidazol-2-amine FC=1C=C(C=C(C1)F)NC1=NC2=C(N1)C=C(C=C2C(F)(F)F)C(F)(F)F